CCCCC[C@@H](/C=C/[C@H]1[C@@H](C[C@@H]([C@@H]1CC(=O)CCC(=O)O)O)O)O The molecule is a prostanoid that is prostaglandin F1alpha lacking two methylenes in the carboxyalkyl chain and bearing an oxo group at the 6-position. It has a role as a metabolite. It is a prostanoid, a 4-oxo monocarboxylic acid and a secondary alcohol. It derives from a prostaglandin F1alpha.